(S)-2-((4-((3-((4-chloro-2-fluorobenzyl)oxy)-4-fluorophenyl)amino)piperidin-1-yl)methyl)-1-(oxetan-2-ylmethyl)-1H-benzo[d]imidazole-6-carboxylic acid ClC1=CC(=C(COC=2C=C(C=CC2F)NC2CCN(CC2)CC2=NC3=C(N2C[C@H]2OCC2)C=C(C=C3)C(=O)O)C=C1)F